1,1,1-Tris(2-bromoisobutyryloxymethyl)ethane BrC(C(=O)OCC(C)(COC(C(C)(C)Br)=O)COC(C(C)(C)Br)=O)(C)C